NC=1C=2N(C=CN1)C(=NC2C2=C(C=C(C=C2)NC(=O)C=2C(N(C=CC2)C2=CC=C(C=C2)F)=O)F)C=2CCNCC2 N-(4-(8-amino-3-(1,2,3,6-tetrahydropyridin-4-yl)imidazo[1,5-a]pyrazin-1-yl)-3-fluorophenyl)-1-(4-fluorophenyl)-2-oxo-1,2-dihydropyridine-3-carboxamide